C(C1=CC=CC=C1)OC(=O)NC[C@@H](C(=O)N1[C@@H](CCC1)C(=O)OCC1=CC=CC=C1)NC(=O)OC(C)(C)C (S)-benzyl 1-((S)-3-(benzyloxycarbonylamino)-2-(tert-butoxycarbonylamino)propanoyl)pyrrolidine-2-carboxylate